COC=1C=C2C(=CC=NC2=CC1OC)OC1=C(C=C(C=N1)NC(=O)C1=CN(C=C(C1=O)C1=CC=C(C=C1)F)C=1C=NN(C1)C)F N-[6-(6,7-Dimethoxyquinolin-4-yl)oxy-5-fluoropyridin-3-yl]-5-(4-fluorophenyl)-1-(1-methylpyrazol-4-yl)-4-oxopyridine-3-carboxamide